2,5-dimethyl-terephthalic acid dimethyl ester COC(C1=C(C=C(C(=O)OC)C(=C1)C)C)=O